C1(CC1)C1=NC=NC(=C1C1=CC2=C(C=N1)N(C(N2CC2=CC=C(C=C2)C=2N(C=C(N2)C(F)(F)F)C)=O)CC)OC 6-(4-Cyclopropyl-6-methoxypyrimidin-5-yl)-3-ethyl-1-(4-(1-methyl-4-(trifluoromethyl)-1H-imidazol-2-yl)benzyl)-1,3-dihydro-2H-imidazo[4,5-c]pyridin-2-one